7-fluoro-8-[(3S)-3-(methylamino)-1-piperidinyl]-1,2,3,4-tetrahydrocyclopenta[b]indole-5-carboxamide FC=1C(=C2C3=C(NC2=C(C1)C(=O)N)CCC3)N3C[C@H](CCC3)NC